C(C)(C)(C)OC(=O)N1CN=CC=C1 Pyrimidine-1-carboxylic acid tert-butyl ester